1-(5-((3-fluoro-1-(tetrahydro-2H-pyran-4-yl)-1H-indol-5-yl)(2,2,6,6-tetramethyltetrahydro-4H-pyran-4-ylmethylene)methyl)pyridin-2-yl)-4-(hydroxymethyl)piperidin-4-ol FC1=CN(C2=CC=C(C=C12)C(C=1C=CC(=NC1)N1CCC(CC1)(O)CO)=CC1CC(OC(C1)(C)C)(C)C)C1CCOCC1